2-(Difluoromethoxy)-4-fluoroaniline FC(OC1=C(N)C=CC(=C1)F)F